CC1=C(C(=CC=C1)C)NC1=NN(C2=CC=NC=C21)C 3-((2,6-dimethylphenyl)amino)-1-methyl-1H-pyrazolo[3,4-d]pyridine